ClC=1C=C(C=C(C1OC=1C=C2C(=NC1)NC=C2C)Cl)N2N=C(C(NC2=O)=O)C#N 2-(3,5-Dichloro-4-((3-methyl-1H-pyrrolo[2,3-b]pyridin-5-yl)oxy)phenyl)-3,5-dioxo-2,3,4,5-tetrahydro-1,2,4-triazine-6-carbonitrile